N,N-dimethyl-1-(pyrrolidine-1-yl)propan-2-amine CN(C(CN1CCCC1)C)C